[NH4+].CC=1C=C(CNC2=CN=C3N(C2=O)[C@@H](CC3)C(=O)[O-])C=CC1 (S)-3-((3-methylbenzyl)amino)-4-oxo-4,6,7,8-tetra-hydropyrrolo[1,2-a]pyrimidine-6-carboxylic acid, ammonium salt